NO anti-aminoalcohol